N-(4-([1,2,4]triazolo[1,5-a]pyridin-7-yloxy)-2-fluoro-3-methylphenyl)-6-(piperidin-4-yloxy)pyrido[3,2-d]pyrimidin-4-amine N=1C=NN2C1C=C(C=C2)OC2=C(C(=C(C=C2)NC=2C1=C(N=CN2)C=CC(=N1)OC1CCNCC1)F)C